BrC1=CC(=C(C(=C1)NC(C)C)NC(=O)[C@H]1CN(CC1)C(=O)OC(C)(C)C)F tert-butyl (R)-3-((4-bromo-2-fluoro-6-(isopropylamino)phenyl) carbamoyl)pyrrolidine-1-carboxylate